diphenyl-(p-octadecylphenyl)sulfonium C1(=CC=CC=C1)[S+](C1=CC=C(C=C1)CCCCCCCCCCCCCCCCCC)C1=CC=CC=C1